4-benzyl-phenylboronic acid pinacol ester C(C1=CC=CC=C1)C1=CC=C(C=C1)B1OC(C)(C)C(C)(C)O1